(S)-5-(2,4-difluorophenoxy)-1-isobutyl-1H-indazole-6-carboxylic acid (1-hydroxymethyl-3-isopropylaminopropyl)amide OC[C@H](CCNC(C)C)NC(=O)C1=C(C=C2C=NN(C2=C1)CC(C)C)OC1=C(C=C(C=C1)F)F